tert-butyl (3-{[4-(3-phenyl-1H-pyrrolo[3,2-b]pyridin-2-yl)pyridin-3-yl]oxy}propyl)carbamate C1(=CC=CC=C1)C1=C(NC=2C1=NC=CC2)C2=C(C=NC=C2)OCCCNC(OC(C)(C)C)=O